6-(1-{{tert-butyldimethylsilyl}oxy}-2,2,2-trifluoroethyl)pyridin-3-amine [Si](C)(C)(C(C)(C)C)OC(C(F)(F)F)C1=CC=C(C=N1)N